COC1=CC=NC=2C(N(C(OC21)=O)C=2SC1=C(N2)C=CC(=C1)OC=1C=NC=C(C1)C(F)(F)F)=O 8-Methoxy-3-(6-((5-(trifluoromethyl)pyridin-3-yl)oxy)benzo[d]thiazol-2-yl)-2H-pyrido[2,3-e][1,3]oxazine-2,4(3H)-dione